OC1C(COC1)NC(=O)C1=C(OC2=C1C=C(C=C2)OCC2=C(N=CS2)C)C N-(4-hydroxytetrahydrofuran-3-yl)-2-methyl-5-((4-methylthiazol-5-yl)methoxy)benzofuran-3-carboxamide